3-(3-Fluoro-4-piperazin-1-yl-phenyl)piperidine-2,6-dione FC=1C=C(C=CC1N1CCNCC1)C1C(NC(CC1)=O)=O